C(=C)C1=CN([C@H]2[C@H](O)[C@H](O)[C@@H](CO)O2)C=2N=CN=C(C12)N 7-Vinyl-7-deazaadenosine